NC1=NC2=CC=C(C=C2C=C1C)C(=O)N(CC1=NC=C(C=C1)C(F)(F)F)[C@@H]1C[C@@H](C1)C#N 2-amino-N-(cis-3-cyanocyclobutyl)-3-methyl-N-((5-(trifluoromethyl)-2-pyridinyl)methyl)-6-quinolinecarboxamide